2-cyclohexanecarbonyl bromide C1C(CCCC1)C(=O)Br